N1(C=NC=C1)C1=CC(=NC=N1)N1CCC2(CN3N([C@@H](CC3)C3=CC(=CC(=C3)F)F)C2=O)CC1 (S)-1-(6-(1H-imidazol-1-yl)pyrimidin-4-yl)-7'-(3,5-difluorophenyl)dihydro-1'H,3'H,5'H-spiro[piperidine-4,2'-pyrazolo[1,2-a]pyrazol]-1'-one